1-hydroxy-5-carboxynaphthalene OC1=CC=CC2=C(C=CC=C12)C(=O)O